BrC1=CC=C(C=C1)[C@]12[C@](C=3C(=NC(=CC3O1)Cl)OC)([C@H]([C@@H]([C@H]2C2=CC=CC=C2)C(=O)OC)C#N)O |r| rac-methyl (5aR,6S,7R,8R,8aR)-5a-(4-bromophenyl)-3-chloro-8-cyano-8a-hydroxy-1-methoxy-6-phenyl-5a,7,8,8a-tetrahydro-6H-cyclopenta[4,5]furo[3,2-c]pyridine-7-carboxylate